N-[(1R)-1-(3-Carbamoylphenyl)ethyl]-1-[(4-fluorophenyl)methyl]-1H-indazole-3-carboxamide C(N)(=O)C=1C=C(C=CC1)[C@@H](C)NC(=O)C1=NN(C2=CC=CC=C12)CC1=CC=C(C=C1)F